oleoyl-methyl-sodium taurate NCCS(=O)(=O)O.C(CCCCCCC\C=C/CCCCCCCC)(=O)C[Na]